The molecule is the oxime resulting from the formal condensation of 2-methyl-2-(methylsulfanyl)propanal with hydroxylamine. Addition of the oxime group to methyl isocyanate forms the final step in the synthesis of the systemic insecticide aldicarb. It is an aliphatic aldoxime and a methyl sulfide. CC(C)(/C=N/O)SC